C1(=CC=CC=C1)C=1C(=NC=C(C1C1=CC=C(C=C1)C1=NC=CC=C1)C1=CC=CC=C1)N1C2=CC=C(C=C2C=2C=C(C=CC12)N1C2=CC=CC=C2C=2C=CC=CC12)N1C2=CC=CC=C2C=2C=CC=CC12 9'-(3,5-diphenyl-4-(4-(pyridin-2-yl)phenyl)pyridin-2-yl)-9'H-9,3':6',9''-tercarbazole